CN1C=NC=C1C1=NSC(=N1)C(=O)NC1CCC(CC1)(NCC(F)(F)F)C 3-(1-methyl-1H-imidazol-5-yl)-N-((1r,4r)-4-methyl-4-((2,2,2-trifluoroethyl)amino)cyclohexyl)-1,2,4-thiadiazole-5-carboxamide